BrC=1C(=NN(C1CC)C)C(CCN1CC(C1)F)=O 1-(4-bromo-5-ethyl-1-methyl-1H-pyrazol-3-yl)-3-(3-fluoroazetidin-1-yl)propan-1-one